(1S,2R)-2-{[(2-{6-Cyclopropyl-4-[4-fluoro-2-(4-methyl-1,2,4-triazol-3-yl)phenyl]pyridin-2-yl}-7-methyl-1,3-benzoxazol-5-yl)methyl]amino}cyclopentan-1-ol C1(CC1)C1=CC(=CC(=N1)C=1OC2=C(N1)C=C(C=C2C)CN[C@H]2[C@H](CCC2)O)C2=C(C=C(C=C2)F)C2=NN=CN2C